2-chloro-9-[[4-[5-ethoxy-3-(trifluoromethyl)pyrazol-1-yl]phenyl]methyl]-7H-purin-8-imine ClC1=NC=C2NC(N(C2=N1)CC1=CC=C(C=C1)N1N=C(C=C1OCC)C(F)(F)F)=N